[Si](C)(C)(C(C)(C)C)O[C@@H](CC1=CN(C2=CC=CC=C12)C(=O)OCC1=CC=CC=C1)C(=O)OC benzyl (S)-3-(2-((tert-butyldimethylsilyl)oxy)-3-methoxy-3-oxopropyl)-1H-indole-1-carboxylate